C(C)OC(=O)C1CC(C1)C(=O)O cyclobutane-1,3-dicarboxylic acid ethyl ester